FC1=CC(=C(C(=O)NC)C=C1)S 4-fluoro-N-methyl-2-mercapto-benzamide